FC(C(F)(F)F)(F)[SiH3] pentafluoroethyl-silane